4-oxo-3,4-dihydropyridazin O=C1CN=NC=C1